ClC1=C(C=C(C=C1)N1N=C(C2=NC(=CC=C21)C(=O)N2C(C(NCC2)=O)(C)C)C2CCCC2)F 4-(1-(4-chloro-3-fluorophenyl)-3-cyclopentyl-1H-pyrazolo[4,3-b]pyridine-5-carbonyl)-3,3-dimethylpiperazin-2-one